9-Boc-undecane C(=O)(OC(C)(C)C)C(CCCCCCCC)CC